N-(3-(4-fluorophenyl)pyrrolidin-3-yl)-4-(trifluoromethoxy)benzene-sulfonamide FC1=CC=C(C=C1)C1(CNCC1)NS(=O)(=O)C1=CC=C(C=C1)OC(F)(F)F